COC(=O)C1=C(C=NNC1=O)OC1=CC(=CC=C1)C1CC1.C(C1=CC=CC=C1)OC=1C=CC2=C(C(=C(O2)C)C(=O)N[C@H]2C[C@@H]3N(CCN(C3)C)C2)C1 5-(benzyloxy)-2-methyl-N-((7S,8aS)-2-methyl-octahydropyrrolo[1,2-a]pyrazin-7-yl)benzofuran-3-carboxamide methyl-4-(3-cyclopropylphenoxy)-6-oxo-1H-pyridazine-5-carboxylate